4-[[2-(5-Chloro-2-hydroxyphenyl)acetyl]amino]-N-(1-methylcyclohexyl)pyridin ClC=1C=CC(=C(C1)CC(=O)NC1=CCN(C=C1)C1(CCCCC1)C)O